2-bromo-N-(5-(cyclopropylmethyl)pyridin-2-yl)propanamide Sodium N-methylphenylaminomethanesulfonate CN(C1=CC=CC=C1)CS(=O)(=O)[O-].[Na+].BrC(C(=O)NC1=NC=C(C=C1)CC1CC1)C